1-(3-(7-(diethylphosphoryl)-3-(6-(trifluoromethyl)pyridin-3-yl)-1H-pyrazolo[4,3-b]pyridin-1-yl)azetidin-1-yl)-2-fluoroprop-2-en-1-one C(C)P(=O)(CC)C1=C2C(=NC=C1)C(=NN2C2CN(C2)C(C(=C)F)=O)C=2C=NC(=CC2)C(F)(F)F